(Z)-1-(3-(2-(dimethylamino)-5-methylphenyl)-4-oxothiazolidin-2-ylidene)-3-(4-(1-(4-(trifluoromethoxy)phenyl)-1H-1,2,4-triazol-3-yl)phenyl)urea CN(C1=C(C=C(C=C1)C)N1/C(/SCC1=O)=N/C(=O)NC1=CC=C(C=C1)C1=NN(C=N1)C1=CC=C(C=C1)OC(F)(F)F)C